Diethyl 2-((6-chloro-9-oxo-1,2,3,9-tetrahydropyrrolo[2,1-b]quinazolin-3-yl)methyl)malonate ClC=1C=CC=2C(N3C(=NC2C1)C(CC3)CC(C(=O)OCC)C(=O)OCC)=O